C1(CC1)C=1C(=NC=CC1)OCC(C)(C)NC(C[C@H]1N(CCC1)C)=O (S)-N-(1-((3-cyclopropylpyridin-2-yl)oxy)-2-methylpropan-2-yl)-2-(1-methylpyrrolidin-2-yl)acetamide